N=1C=NN2C1C=C(C=C2)OC2=CC(=C(C=C2C)NC2=NC=NC1=CC(=C(C=C21)NC(/C(=C\[C@@H]2N(CCC2)C)/F)=O)N2CCC(CC2)(F)F)OC (R,E)-N-(4-((4-([1,2,4]triazolo[1,5-a]pyridin-7-yloxy)-2-methoxy-5-methylphenyl)amino)-7-(4,4-difluoropiperidin-1-yl)quinazolin-6-yl)-2-fluoro-3-(1-methylpyrrolidin-2-yl)acrylamide